1-(5-(6-Ethoxy-1H-pyrazolo[3',4':3,4]pyrazolo[1,5-a]pyridin-4-yl)pyrazine-2-yl)-4-methylpiperidine C(C)OC=1C=C(C=2N(C1)N=C1C2C=NN1)C=1N=CC(=NC1)N1CCC(CC1)C